ClC=1C=C(C=CC1C1CCN(CC1)CC1=CC(=CC=C1)C1=CC2=C(N=C(N=C2N[C@H](C)C2=C(C(=CC=C2)C(F)F)F)C)C=N1)[C@@]1(C(NC(CC1)=O)=O)C (R)-3-(3-Chloro-4-(1-(3-(4-(((R)-1-(3-(difluoromethyl)-2-fluorophenyl)ethyl)-amino)-2-methylpyrido[3,4-d]pyrimidin-6-yl)benzyl)piperidin-4-yl)phenyl)-3-methylpiperidine-2,6-dione